NC1=C2C(=NC=N1)N(N=C2C2=CC=C(C=C2)OC2=CC=CC=C2)C2CCN(CC2)C(CN2CCOCC2)=O 1-(4-(4-amino-(4-phenoxyphenyl)-1H-pyrazolo[3,4-d]pyrimidin-1-yl)piperidin-1-yl)-2-morpholinoethanone